propanoate zinc [Zn+2].C(CC)(=O)[O-].C(CC)(=O)[O-]